C1=C(C=CC=2C3=CC=CC=C3NC12)CC(=O)NCC1=CC(=CC(=C1)F)F 2-(9H-carbazol-2-yl)-N-(3,5-difluorobenzyl)acetamide